2-[4-[2-[3-(4-amino-1-isopropyl-pyrazolo[3,4-d]pyrimidin-3-yl)-5-cyclopropyl-isoxazol-4-yl]pyrimidin-5-yl]piperidine-1-carbonyl]oxyacetic acid NC1=C2C(=NC=N1)N(N=C2C2=NOC(=C2C2=NC=C(C=N2)C2CCN(CC2)C(=O)OCC(=O)O)C2CC2)C(C)C